2-(3-methylthiophen-2-yl)-1-(pyridin-3-ylmethyl)benzimidazole CC1=C(SC=C1)C1=NC2=C(N1CC=1C=NC=CC1)C=CC=C2